ClC1=CC=C(C=C1)[C@@]1(N(C(C2=CC(=CC=C12)C(CN1[C@@H](CCC1)CO)(C)O)=O)CC1=NC=C(C=C1)Cl)OC (3R)-3-(4-chlorophenyl)-2-[(5-chloropyridin-2-yl)methyl]-6-{2-hydroxy-1-[(2S)-2-(hydroxymethyl)pyrrolidin-1-yl]propan-2-yl}-3-methoxy-2,3-dihydro-1H-isoindol-1-one